2-benzyl-2-azaspiro[3.3]heptan-6-yl (2R,5S)-2,5-dimethyl-4-[6-(trifluoromethyl)-1,3-benzoxazol-2-yl]piperazine-1-carboxylate C[C@H]1N(C[C@@H](N(C1)C=1OC2=C(N1)C=CC(=C2)C(F)(F)F)C)C(=O)OC2CC1(CN(C1)CC1=CC=CC=C1)C2